1,3,5-tris(3-mercaptopropyl)-1,3,5-triazinane-2,4,6-trione SCCCN1C(N(C(N(C1=O)CCCS)=O)CCCS)=O